1-ethyl-6-oxo-1,6-dihydropyridazine-3-carboxylic acid C(C)N1N=C(C=CC1=O)C(=O)O